2-((5-hydroxy-7-methyl-1-tosyl-1H-indol-4-yl)methyl)-2H-indazole-6-carbonitrile OC=1C(=C2C=CN(C2=C(C1)C)S(=O)(=O)C1=CC=C(C)C=C1)CN1N=C2C=C(C=CC2=C1)C#N